(4-(5-(chlorodifluoromethyl)-1,2,4-oxadiazol-3-yl)phenyl)(methyl)(pyrrolidin-1-yl)phosphine oxide ClC(C1=NC(=NO1)C1=CC=C(C=C1)P(N1CCCC1)(C)=O)(F)F